N-(5-(3-amino-2-methoxyphenyl)pyrazin-2-yl)-N-methylacetamide NC=1C(=C(C=CC1)C=1N=CC(=NC1)N(C(C)=O)C)OC